thiaguanine N1S(N)N=C2N=CN=C2C1=O